C(C=C)(=O)N1[C@H](CN(CC1)C1=NC(=NC=2C[C@@H](CCC12)N1CCC2=CC=C(C=C12)F)N1CC(C1)N(C)C)CC#N 2-((S)-1-Acryloyl-4-((R)-2-(3-(dimethylamino)azetidin-1-yl)-7-(6-fluoroindolin-1-yl)-5,6,7,8-tetrahydroquinazolin-4-yl)piperazin-2-yl)acetonitrile